5-{7-[(3R)-3,4-dihydroxy-3-methylbutoxy]-1-fluoro-3,6-dihydroxynaphthalen-2-yl}-1λ6,2,5-thiadiazolidine-1,1,3-trione O[C@](CCOC1=C(C=C2C=C(C(=C(C2=C1)F)N1CC(NS1(=O)=O)=O)O)O)(CO)C